N1C=C(C2=CC=CC=C12)C[C@@H](C(=O)NC1=C(C=C(C=C1)N1CCOCC1)OC)NS(=O)(=O)C1=CC=C(C=C1)C (S)-3-(1H-indol-3-yl)-N-(2-methoxy-4-morpholinophenyl)-2-(4-methylphenylsulfonamido)propanamide